ClC1=CC=C2C=CN=C(C2=C1)NC1=C(C=CC=C1)S(=O)(=O)O (7-chloro-isoquinolin-1-ylamino)-benzenesulfonic acid